C[C@@H]1N(C[C@H](NC1)C)C=1C2=C(N=CN1)N(CC21CCC1)C=1C=C(C#N)C=CN1 2-(4'-((2S,5R)-2,5-dimethylpiperazin-1-yl)spiro[cyclobutane-1,5'-pyrrolo[2,3-d]pyrimidin]-7'(6'H)-yl)isonicotinonitrile